rac-7-[[3-oxo-3-[4-[5-(trifluoromethyl)pyrimidin-2-yl]piperazin-1-yl]propyl]amino]-4-(trifluoromethyl)-2,5,6,7-tetrahydrocyclopenta[c]pyridazin-3-one O=C(CCN[C@@H]1CCC=2C1=NNC(C2C(F)(F)F)=O)N2CCN(CC2)C2=NC=C(C=N2)C(F)(F)F |r|